C1N(CCC2=CC=CC=C12)C[C@H](CNC(=O)N1C[C@@H](CCC1)N1C(CCCCC1)=O)O (R)-N-((S)-3-(3,4-dihydroisoquinolin-2(1H)-yl)-2-hydroxypropyl)-3-(2-oxoazepan-1-yl)piperidine-1-carboxamide